tert-Butyl (2R,4R)-2-(hydroxymethyl)-4-(tosyloxy)pyrrolidine-1-carboxylate OC[C@@H]1N(C[C@@H](C1)OS(=O)(=O)C1=CC=C(C)C=C1)C(=O)OC(C)(C)C